2-(p-tolylsulfinyl)-1-(4-(5-(trifluoromethyl)-1,2,4-oxadiazol-3-yl)phenyl)ethan-1-one C1(=CC=C(C=C1)S(=O)CC(=O)C1=CC=C(C=C1)C1=NOC(=N1)C(F)(F)F)C